O=C(CNC(OC(C)(C)C)=O)C1=CC=C(C=C1)OC(F)(F)F tert-butyl (2-oxo-2-(4-(trifluoromethoxy)phenyl)ethyl)carbamate